FC(OC=1C=2N(C=C(C1)C#N)C[C@]1(N2)CCOC2=C(C(=CC=C21)I)F)F (S)-8'-(difluoromethoxy)-8-fluoro-7-iodo-3'h-spiro[chromane-4,2'-imidazo[1,2-a]pyridine]-6'-carbonitrile